OCCN(CCNC(O)=O)C (2-((2-hydroxyethyl)(methyl)amino)ethyl)carbamic acid